C(C=C)(=O)N1C[C@@H](N(CC1)C=1C2=C(N(C(N1)=O)C1=C(C=CC=C1C)C(C)C)N=C(C(=C2)F)C2=C(C=CC=C2O)Cl)C 4-((S)-4-Acryloyl-2-methylpiperazin-1-yl)-7-(2-chloro-6-hydroxyphenyl)-6-fluoro-1-(2-isopropyl-6-methylphenyl)pyrido[2,3-d]pyrimidin-2(1H)-one